FC(CN(C)CC1=CC=C(C=C1)[S@@](=O)(N)=NC(NC1=C2CCCC2=CC=2CCCC12)=O)F (R)-4-(((2,2-difluoroethyl)(methyl)amino)methyl)-N'-((1,2,3,5,6,7-hexahydro-s-indacen-4-yl)carbamoyl)benzenesulfonimidamide